ClC=1C=C2C(=C(C1)I)NC(C21CCN(CC1)CCOC1=CC2=C(N(C=N2)C2CC(C2)(C)O)C(=C1)C(F)(F)F)=O 5-chloro-7-iodo-1'-[2-({1-[(cis)-3-hydroxy-3-methylcyclobutyl]-7-(trifluoromethyl)-1H-1,3-benzodiazol-5-yl}oxy)ethyl]-1,2-dihydrospiro[indole-3,4'-piperidin]-2-one